(S)-4-((1-(3-cyclopropyl-5-(2-methoxypyrimidin-5-yl)-4-oxo-3,4-dihydroquinazolin-2-yl)ethyl)amino)quinazoline-6-carbonitrile C1(CC1)N1C(=NC2=CC=CC(=C2C1=O)C=1C=NC(=NC1)OC)[C@H](C)NC1=NC=NC2=CC=C(C=C12)C#N